N[C@@H](C(=O)O)CC1=CC(=C(C=C1)O)I (R)-2-amino-3-(4-hydroxy-3-iodophenyl)propionic acid